2,2-dimethyloxyacetophenone COC(C(=O)C1=CC=CC=C1)OC